4-{(1R,3R)-3-[3-(5-fluoropyridin-3-yl)-1,2,4-oxadiazol-5-yl]-2,2-dimethylcyclopropyl}benzenesulfonamide FC=1C=C(C=NC1)C1=NOC(=N1)[C@H]1C([C@@H]1C1=CC=C(C=C1)S(=O)(=O)N)(C)C